C(#N)C1=CC=C(C=C1)C#CC=1C=C(C(C(=O)O)=CC1)C(=O)O 4-((4-cyanophenyl)ethynyl)phthalic acid